cis-propenoic acid sodium phosphate P(=O)([O-])([O-])[O-].[Na+].C(C=C)(=O)O.[Na+].[Na+]